2-methyl-3-ethoxyphenol CC1=C(C=CC=C1OCC)O